COC1=C(C=C(C=C1)OC)C(CN1C(C2=CC=CC=C2C1=O)=O)=O 2-[2-(2,5-dimethoxyphenyl)-2-oxoethyl]-1H-isoindole-1,3(2H)-dione